2-[(N-p-chlorophenyl)-3-pyrazoloxymethyl]nitroethanol ClC1=CC=C(C=C1)N1N=C(C=C1)OCCC(O)[N+](=O)[O-]